4,5-Bis-(diphenylphosphino)-9,9-dimethyl-Xanthen C1(=CC=CC=C1)P(C1=CC=CC=2C(C3=CC=CC(=C3OC12)P(C1=CC=CC=C1)C1=CC=CC=C1)(C)C)C1=CC=CC=C1